BrC=1C(=NC(=NC1)NC1=CC(=C(C=C1)F)[N+](=O)[O-])NC=1C(=C2N=CC=NC2=CC1)P(C)C 5-bromo-N4-(5-(dimethylphosphino)quinoxalin-6-yl)-N2-(4-fluoro-3-nitrophenyl)pyrimidine-2,4-diamine